ethylenediaminetetraacetic acid disodium magnesium salt hydrate O.[Mg+2].[Na+].[Na+].C(CN(CC(=O)[O-])CC(=O)[O-])N(CC(=O)[O-])CC(=O)[O-]